BrC1=NC2=CN=C(C(=C2C=C1)O)C(=O)OC Methyl 2-bromo-5-hydroxy-1,7-naphthyridine-6-carboxylate